dichloromaleic acid Cl/C(=C(/C(=O)O)\Cl)/C(=O)O